C(C)(C)(C)OC1=NC(=CC(=C1)N1[C@@H](COCC1)C)N1C(CN(CC1)S(=O)(=O)C=1N(N=CC1)C)C(F)(F)F (3R)-4-[2-tert-butoxy-6-[4-(2-methylpyrazol-3-yl)sulfonyl-2-(trifluoromethyl)piperazin-1-yl]-4-pyridinyl]-3-methyl-morpholine